COC(C1=CC(=C(C=C1)CBr)OC)=O 3-Methoxy-4-bromomethylbenzoic acid methyl ester